BrCCCOC1OCCN1 2-(3-bromopropoxy)oxazolidine